P(=O)(OCCCN1C(N(C(C=2NC(=NC12)\C=C\C1=CC=CC=C1)=O)CCC)=O)(O)O (E)-3-(2,6-Dioxo-1-propyl-8-styryl-1,2,6,7-tetrahydro-3H-purin-3-yl)propyl dihydrogen phosphate